FS(=O)(=O)C1=CC=C(C(=O)O)C=C1 4-(fluorosulfonyl)benzoic acid